BrC1=CC2=C(N=C(N(C2=O)CC)[C@H](CCC)N2CCN(C[C@H](C2)C)C)N=C1 6-bromo-2-((S)-1-((R)-4,6-dimethyl-1,4-diazepan-1-yl)butyl)-3-ethylpyrido[2,3-d]pyrimidin-4(3H)-one